FC1(COC1)CNC(=O)NC1=CC(=C(C=C1)OC1=C2C(=NC=C1)N(C=C2C(C)C)COCC[Si](C)(C)C)F N-[(3-fluorooxetan-3-yl)methyl]-N'-(3-fluoro-4-{[3-(propan-2-yl)-1-{[2-(trimethylsilyl)ethoxy]methyl}-1H-pyrrolo[2,3-b]pyridin-4-yl]oxy}phenyl)urea